O[C@H]1C[C@@H](NCC1)C1=CC=C(C=C1)C(=O)OC |r| (+/-)-(trans)-4-hydroxy-2-(4-(methoxycarbonyl)phenyl)piperidine